ClC=1C=CC=2C3C(N4N(C2C1)CC(C4=O)(C)C)C(N(C3=O)C)=O 10-Chloro-2,6,6-trimethyl-3a,6,7,12b-tetrahydro-1H,5H-pyrazolo[1,2-a]pyrrolo[3,4-c]cinnoline-1,3,5(2H)-trione